N1C=C(C2=CC=CC=C12)/C=C/C1=CC=[N+](C=C1)CC (E)-4-(2-(1H-indol-3-yl)vinyl)-1-ethylpyridin-1-ium